1-(5-methyl-2,5-diazabicyclo[2.2.2]octan-2-yl)-3-methylenehept-4,6-diene CN1C2CN(C(C1)CC2)CCC(C=CC=C)=C